6-[(3S)-3-(cyanomethyl)-4-prop-2-enoyl-piperazin-1-yl]-N-(3-hydroxy-1-naphthyl)-2-[(2-methylpyrazol-3-yl)methylamino]pyrimidine-4-carboxamide C(#N)C[C@H]1CN(CCN1C(C=C)=O)C1=CC(=NC(=N1)NCC=1N(N=CC1)C)C(=O)NC1=CC(=CC2=CC=CC=C12)O